Pyrylium tosylate S(=O)(=O)([O-])C1=CC=C(C)C=C1.[O+]1=CC=CC=C1